3,4'-bipyridin-6-yl N1=CC(=CC=C1*)C1=CC=NC=C1